C(C=C)(=O)N1C[C@@H](N(CC1)C1=NC(N(C2=CC(=C(C=C12)Cl)C1=C(C(=CC(=C1)OC)Cl)Cl)C1=C(C=CC=C1)C(C)C)=O)C (S)-4-(4-Acryloyl-2-methylpiperazin-1-yl)-6-chloro-7-(2,3-dichloro-5-methoxyphenyl)-1-(2-isopropylphenyl)quinazolin-2(1H)-one